C(C)(C)(C)OC(=O)[C@H](CCCCNC(OCC1=CC=CC=C1)=O)NC(N[C@H](C(=O)OC)CC#C)=O (9S,13S)-Methyl 9-(tert-butoxycarbonyl)-3,11-dioxo-1-phenyl-13-(prop-2-yn-1-yl)-2-oxa-4,10,12-triazatetradecan-14-oate